C(CCC)C1=C(C(=NN1CC)C(C)CC)O 5-n-butyl-3-sec-butyl-1-ethyl-4-hydroxy-pyrazole